FC(C(=O)O)(F)F.C(C)(C)N1CC2=CC=C(C=C2CC1)OC=1N=NNC1C(=O)O 4-((2-isopropyl-1,2,3,4-tetrahydroisoquinolin-6-yl)oxy)-1H-1,2,3-triazole-5-carboxylic acid 2,2,2-trifluoroacetate